5-Bromo-6-(3-bromo-1-(3-chloropyridin-2-yl)-1H-pyrazol-5-carboxamido)-N-(cyanomethyl)pyrazolo[1,5-a]pyridin-7-carboxamid BrC1=CC=2N(C(=C1NC(=O)C1=CC(=NN1C1=NC=CC=C1Cl)Br)C(=O)NCC#N)N=CC2